3-bromophenyl-(tetrahydrofuran-2-yl)methanone BrC=1C=C(C=CC1)C(=O)C1OCCC1